6-(((R)-5-acetyl-1-(4-chlorophenyl)-7-fluoro-1-(((cis)-3-hydroxycyclobutyl)methoxy)-3-oxoisoindolin-2-yl)methyl)nicotinonitrile C(C)(=O)C=1C=C2C(N([C@@](C2=C(C1)F)(OC[C@@H]1C[C@@H](C1)O)C1=CC=C(C=C1)Cl)CC1=NC=C(C#N)C=C1)=O